1-(2-Bromoethoxy)-3,5-dimethoxybenzene BrCCOC1=CC(=CC(=C1)OC)OC